C(C1=CC=CC=C1)NC1=NC(=NN1)S(=O)(=O)C N-benzyl-3-methylsulfonyl-1H-1,2,4-triazole-5-amine